N[C@H](CCCOC1=C(CC=2C=NN3C2N=CN=C3N)C(=CC(=C1)Cl)Br)COC (R)-8-(2-((4-amino-5-methoxypentyl)oxy)-6-bromo-4-chlorobenzyl)pyrazolo[1,5-a][1,3,5]triazin-4-amin